NC=1SC=C(N1)CC(=O)NC1=CC=C(C=C1)CCNC[C@@H](C1=CC=CC=C1)O (R)-2-(2-aminothiazol-4-yl)-N-(4-{2-[(2-hydroxy-2-phenylethyl)amino]ethyl}phenyl)acetamide